ethyl (1R,3S)-3-aminocyclopentane-1-carboxylate N[C@@H]1C[C@@H](CC1)C(=O)OCC